ClC1=CC(=C(CC2OC(CN(C2)CC2=CC=C(C=C2)OC)(C)C)C(=C1)C)I 6-(4-chloro-2-iodo-6-methylbenzyl)-4-(4-methoxybenzyl)-2,2-dimethylmorpholine